ClC1=C(C=C(C=C1)Cl)C1CC(C1)NC(OC(C)(C)C)=O tert-Butyl (3-(2,5-dichlorophenyl)cyclobutyl)carbamate